COC=1C=C(CN(C2=CC(=NC=C2)OCCN2CCOCC2)CC2=CC=C(C=C2)N2CCOCC2)C=CC1 N-(3-methoxybenzyl)-N-(4-morpholinobenzyl)-2-(2-morpholinoethoxy)pyridin-4-amine